sodium methacryloxyethyl-trimethyl-ammonium chloride [Cl-].C(C(=C)C)(=O)OCC[N+](C)(C)C.[Na]